C1=CC=C2C(=C1)C=C3C=CC4=C5C3=C2C6=C(C5=CC=C4)C=CC(=O)C6=O dibenzopyrenedione